2-[4-(4-Fluorophenoxy)-3-nitrophenyl]-7-hydroxy-thiazolo[5,4-d]pyrimidine FC1=CC=C(OC2=C(C=C(C=C2)C=2SC=3N=CN=C(C3N2)O)[N+](=O)[O-])C=C1